tert-butyl 4-(5-((4-(N,N-dimethylsulfamoyl)phenyl)sulfonamido)-3-methylisoxazol-4-yl)-3,6-dihydropyridine-1(2H)-carboxylate CN(S(=O)(=O)C1=CC=C(C=C1)S(=O)(=O)NC1=C(C(=NO1)C)C=1CCN(CC1)C(=O)OC(C)(C)C)C